2-(1,1-Difluoropropan-2-yl)-N-(2-fluoro-4-methyl-5-(8-morpholinoimidazo[1,2-a]pyridin-6-yl)phenyl)isonicotinamide FC(C(C)C=1C=C(C(=O)NC2=C(C=C(C(=C2)C=2C=C(C=3N(C2)C=CN3)N3CCOCC3)C)F)C=CN1)F